2-(3,5-Dichloro-4-((7,8-difluoro-4,4-dimethyl-1,3,4,9-tetrahydropyrano[3,4-b]-indol-6-yl)oxy)phenyl)-3,5-dioxo-2,3,4,5-tetrahydro-1,2,4-triazine-6-carbonitrile ClC=1C=C(C=C(C1OC=1C=C2C3=C(NC2=C(C1F)F)COCC3(C)C)Cl)N3N=C(C(NC3=O)=O)C#N